C(C1=CC=CC=C1)N(CCCN1C(C=2C(C1=O)=CC=CC2)=O)CC N-[3-(benzyl-ethyl-amino)-propyl]phthalimide